tert-butyl 2-(4-chloro-5-iodo-2-methyl-7H-pyrrolo[2,3-d]pyrimidin-7-yl)acetate ClC=1C2=C(N=C(N1)C)N(C=C2I)CC(=O)OC(C)(C)C